BrC(CCCCCCCCCCCCCCC)O 1-Bromohexadecanol